N1(C=NC=C1)C1=CC=C(C=C1)CO (4-imidazol-1-yl-phenyl)-methanol